C12CNCC(N1CCC1=CC=C(C(=O)N)C=C1)C2 4-[2-(3,6-diazabicyclo[3.1.1]heptan-6-yl)ethyl]benzamide